C(O)C(CCCCCCC(C(=O)[O-])CCCCCCCCC)(CO)CO 2-trimethylolheptylundecanoate